C1(CC1)C=1N(C=CC1C(=O)O)C1=CN=C2C3=C(C=CC=C13)C(N2)=O 2-cyclopropyl-1-(2-oxo-1,2-dihydropyrrolo[4,3,2-ij]isoquinolin-6-yl)-1H-pyrrole-3-carboxylic acid